5-(aminomethyl)-2-fluorobenzoic acid methyl ester COC(C1=C(C=CC(=C1)CN)F)=O